C(CCC)P(CCCC)(CCCC)=CC#N (tributyl-lambda5-phosphoranylidene)acetonitrile